N-(4-(4-amino-7-oxo-1-(1,1,1-trifluoropropan-2-yl)-6,7-dihydro-1H-pyrrolo[2,3-d]pyridazin-3-yl)benzyl)-5-fluoro-2-methoxybenzamide NC=1C2=C(C(NN1)=O)N(C=C2C2=CC=C(CNC(C1=C(C=CC(=C1)F)OC)=O)C=C2)C(C(F)(F)F)C